tert-Butyl 18-((3aS,4S,6aR)-2-oxohexahydro-1H-thieno[3,4-d]imidazol-4-yl)-4,7,10-trioxa-13-thiaoctadecanoate O=C1N[C@H]2[C@@H](N1)CS[C@H]2CCCCCSCCOCCOCCOCCC(=O)OC(C)(C)C